(3-(Benzyloxy)-2-(hydroxymethyl)-4-(methoxy-d3)phenyl)-N-(2-(4-(benzyloxy)-3-methoxyphenyl)ethyl-1,1-d2)acetamide C(C1=CC=CC=C1)OC=1C(=C(C=CC1OC([2H])([2H])[2H])CC(=O)NC(CC1=CC(=C(C=C1)OCC1=CC=CC=C1)OC)([2H])[2H])CO